bis(3,5-difluorophenyl)iodophosphine FC=1C=C(C=C(C1)F)P(I)C1=CC(=CC(=C1)F)F